(3-benzyloxypropyl)triphenyl-phosphonium bromide [Br-].C(C1=CC=CC=C1)OCCC[P+](C1=CC=CC=C1)(C1=CC=CC=C1)C1=CC=CC=C1